COC(=O)C1(CCC2(C(CC3=CC=CC=C23)CCCOC2=CC(=NC=C2)C)CC1)NC1=CC(=CC=C1)Cl (1r,4r)-4-(3-Chloroanilino)-2'-{3-[(2-methylpyridin-4-yl)oxy]propyl}-2',3'-dihydrospiro[cyclohexane-1,1'-indene]-4-carboxylic acid methyl ester